C(CCCCCCCC)P([O-])=O.C(CCCCC)[Al+2].C(CCCCCCCC)P([O-])=O hexyl-aluminum nonylphosphinate